C(C)C1N(C(C(=C1)O)=O)[C@H]1CN(CC1)C(=O)OC(C)(C)C |r| ethyl-1-[(±)-1-(tert-butoxycarbonyl)pyrrolidin-3-yl]-4-hydroxy-5-oxo-2,5-dihydro-1H-pyrrole